iodoacetamido(iodoacetamide) ICC(=O)NC(C(=O)N)I